N-((2R,3S)-2-(4-chlorophenyl)-1-methylpyrrolidin-3-yl)-4-(trifluoromethoxy)benzenesulfonamide ClC1=CC=C(C=C1)[C@H]1N(CC[C@@H]1NS(=O)(=O)C1=CC=C(C=C1)OC(F)(F)F)C